1-[2-(3-fluoroazetidin-1-yl)-2-oxo-ethyl]-3-methyl-6-[5-(trideuteromethoxymethyl)-2-thienyl]imidazo[4,5-b]pyridin-2-one FC1CN(C1)C(CN1C(N(C2=NC=C(C=C21)C=2SC(=CC2)COC([2H])([2H])[2H])C)=O)=O